cis-4-amino-N-methylcyclohexane-1-carboxamide N[C@H]1CC[C@H](CC1)C(=O)NC